COC1=CC=C(C=C1)CC[SiH3] 4-methoxyphenylethyl-silane